ClC1=C(C#N)C=C(C=N1)C1=C(C=C(C=C1)Cl)C=O 2-chloro-5-(4-chloro-2-formylphenyl)nicotinonitrile